ClC1=CC(=C(C(=S)OC2=CC(=C(C(=C2)F)F)F)C(=C1)F)F 3,4,5-Trifluorophenyl 4-chloro-2,6-difluorothiobenzoate